O=C1C([C@H]2CC[C@H]3[C@@H]4CC[C@H]([C@@H](CCC(=O)OCC)C)[C@]4(CC[C@@H]3[C@]2(CC1)C)C)Br ethyl (5β)-3-oxo-4-bromo-cholan-24-oate